C(C)OC(C(C)NC(=O)C1CN(C1)S(=O)(=O)C1=CC(=CC=C1)C(F)(F)F)=O 2-(1-(3-(trifluoromethyl)benzenesulfonyl)azetidine-3-carboxamido)propionic acid ethyl ester